CNC1=C2NC=NC2=NC=N1 N6-Methyladenin